(E)-2,3-bis(3-trifluoromethylphenyl)acrolein FC(C=1C=C(C=CC1)/C(/C=O)=C\C1=CC(=CC=C1)C(F)(F)F)(F)F